NC=1C2=C(N=C(N1)C)N(C=C2C2=C(C=C(C=C2)NC(C(C2=C(C=CC=C2)C(F)(F)F)O)=O)F)C N-(4-(4-amino-2,7-dimethyl-7H-pyrrolo[2,3-d]pyrimidin-5-yl)-3-fluorophenyl)-2-hydroxy-2-(2-(trifluoromethyl)phenyl)acetamide